N1N=CC(=C1)C=1C=NC2=CC=C(C=C2N1)C(=O)C=1C(=C(C=CC1)NC(=O)NC1=CC=C(C=C1)F)F 1-(3-(3-(1H-pyrazol-4-yl)quinoxaline-6-carbonyl)-2-fluorophenyl)-3-(4-fluorophenyl)urea